2-[2-(2-Chloro-3-methyl-4-pyridyl)ethynyl]-1-methyl-5-(6-methyl-3-pyridyl)imidazole-4-carbonitrile ClC1=NC=CC(=C1C)C#CC=1N(C(=C(N1)C#N)C=1C=NC(=CC1)C)C